FC1(CCC(CC1)N1N=C(C2=C1SC(=C2)C(=O)NC2CCC(CC2)N2CCN(CC2)CC(F)F)C)F 1-(4,4-difluorocyclohexyl)-N-((1r,4r)-4-(4-(2,2-difluoroeth-yl)piperazin-1-yl)-cyclohexyl)-3-meth-yl-1H-thieno[2,3-c]pyrazole-5-carboxamide